1-[8-amino-6-(4-methyl-2-oxo-oxazolidin-3-yl)-3-isoquinolyl]-3-isopropylurea NC=1C=C(C=C2C=C(N=CC12)NC(=O)NC(C)C)N1C(OCC1C)=O